(R)-2-(2-(hydroxymethyl)piperidine-1-carbonyl)-4-methyl-4-morpholinopent-2-enenitrile OC[C@@H]1N(CCCC1)C(=O)C(C#N)=CC(C)(N1CCOCC1)C